OC(CN(CCN(CCN1CCN(CC1)CCN(CC(CCCCCCCCCC)O)CC(CCCCCCCCCC)O)CC(CCCCCCCCCC)O)CC(CCCCCCCCCC)O)CCCCCCCCCC 1,1'-(2-(4-(2-((2-(bis(2-hydroxydodecyl)amino)ethyl)(2-hydroxydodecyl)amino)ethyl)piperazin-1-yl)Ethylazanediyl)didodecan-2-ol